(2R,3R,4R)-3-hydroxy-2,4,6-trimethylheptanoic acid O[C@@H]([C@H](C(=O)O)C)[C@@H](CC(C)C)C